ClC=1C(=C(C(=C(C1)C(C)C1=NC(=C2N1C=CN=C2N)C)OC)C=2C=NC=CC2)C 3-(1-(5-chloro-2-methoxy-4-methyl-3-(pyridin-3-yl)phenyl)ethyl)-1-methylimidazo[1,5-a]pyrazin-8-amine